C(C)(C)(C)C1=NN(C(=C1)C(F)(F)F)CC1=CC(C(=C(N1CC)C1=CC(=C(C=C1)Cl)Cl)C(=O)O)=O 6-[[3-tert-butyl-5-(trifluoromethyl)pyrazol-1-yl]methyl]-2-(3,4-dichlorophenyl)-1-ethyl-4-oxo-pyridine-3-carboxylic acid